ONC(\C=C\C1=C(C=CC=C1)N1CCC(CC1)NC(CC12CCCN2CCC1)=O)=O (E)-N-hydroxy-3-(2-(4-(2-(tetrahydro-1H-pyrrolizin-7a(5H)-yl)acetamido)piperidin-1-yl)phenyl)acrylamide